COC(=O)C1=C(C(=NC2=CC=C(C=C12)NC(=O)NCC(CC)O)C1=CC=CC=C1)C1=CC=CC=C1 6-(3-(2-hydroxybutyl)ureido)-2,3-diphenylquinoline-4-carboxylic acid methyl ester